8-(2-chloroacetyl)-4-((5-([1,1'-biphenyl]-4-yl)furan-2-yl)methyl)-1-thia-4,8-diazaspiro[4.5]decan-3-one ClCC(=O)N1CCC2(N(C(CS2)=O)CC=2OC(=CC2)C2=CC=C(C=C2)C2=CC=CC=C2)CC1